carbon (glutarate) C(CCCC(=O)[O-])(=O)[O-].[C+4].C(CCCC(=O)[O-])(=O)[O-]